CC=1C=C(C=NC1C(F)(F)F)C1CCN(CC1)C(=O)OC(C)(C)C tert-Butyl 4-[5-methyl-6-(trifluoromethyl)-3-pyridyl]piperidine-1-carboxylate